C(CCCCCCCCCCC)SO n-dodecyl-mercaptoalcohol